Quinazoline-6-carboxylic acid methyl ester COC(=O)C=1C=C2C=NC=NC2=CC1